2-[3-ethylsulfonyl-7-(2,2,2-trifluoroethoxy)imidazo[1,2-a]pyridin-2-yl]-6-(trifluoromethoxy)isoindolin-1-one C(C)S(=O)(=O)C1=C(N=C2N1C=CC(=C2)OCC(F)(F)F)N2C(C1=CC(=CC=C1C2)OC(F)(F)F)=O